ClC1=CC(=C(C(=C1)[N+](=O)[O-])C1C(=O)NC(C1)=O)F (4-chloro-2-fluoro-6-nitrophenyl)-succinimide